N[C@H](C(=O)OC)CC1CCCCC1 methyl (S)-2-amino-3-cyclohexylpropanoate